FC1=C(C=CC(=C1)C=1C=NNC1)C1CCN(CC1)C(=O)C1COCC1 (4-(2-fluoro-4-(1H-pyrazol-4-yl)phenyl)piperidin-1-yl)(tetrahydrofuran-3-yl)methanone